n-dodecyl thiol C(CCCCCCCCCCC)S